1-(3-(5-cyclopropyl-4-phenyl-4H-1,2,4-triazol-3-yl)propyl)-3-(2-methylcyclohexyl)urea C1(CC1)C=1N(C(=NN1)CCCNC(=O)NC1C(CCCC1)C)C1=CC=CC=C1